BrC1=CC2=CN(N=C2C=C1OC)[C@@H]1[C@@H](CCCC1)C |o1:12,13| rel-(1r,2r,3s)-3-(5-bromo-6-methoxy-2H-indazol-2-yl)-2-methylcyclohexane